NC1=CC(=C(OCCN2C[C@H](N(CC2)C(=O)OC(C)(C)C)C)C=C1)CC (R)-tert-butyl 4-(2-(4-amino-2-ethylphenoxy) ethyl)-2-methylpiperazine-1-carboxylate